Cl.NC1(CCN(CC1)C1=NC(=CC=C1)S(NC1=NC(=C(C=C1)Cl)C1=C(C=CC=C1C)C)(=O)=O)C(=O)O 4-amino-1-(6-{[5-chloro-6-(2,6-dimethylphenyl)pyridin-2-yl]Sulfamoyl}pyridin-2-yl)piperidine-4-carboxylic acid hydrochloride